FC1=C(C(=CC=C1)F)C1=N[C@H](C2=NN=C(N2C=2SC=3CC(CCCC3C12)=O)C)C (7S)-9-(2,6-difluorophenyl)-3,7-dimethyl-18-thia-2,4,5,8-tetrazatetracyclo[8.8.0.02,6.011,17]octadeca-1(10),3,5,8,11(17)-pentaen-15-one